CC=1N=C(C2=C(N1)OC=C2C(=O)NC=2C=NN(C2)CCN2CCOCC2)NC2(CC2)C methyl-4-[(1-methylcyclopropyl)amino]-N-{1-[2-(morpholin-4-yl)ethyl]-1H-pyrazol-4-yl}furo[2,3-d]pyrimidine-5-carboxamide